FC1=C(C=C)C(=CC=C1)F 2,6-di-fluoro-styrene